ClC=1C=C(C(=NC1)CN1C[C@H](N(C[C@@H]1C)C(=O)C1=CC(=NC=C1C)C1=NC(=NC=C1)C(C)(C)O)C)F ((2R,5S)-4-((5-chloro-3-fluoropyridin-2-yl)methyl)-2,5-dimethylpiperazin-1-yl)(2-(2-(2-hydroxypropan-2-yl)pyrimidin-4-yl)-5-methylpyridin-4-yl)methanone